BrC=1C=CC=C2C(=NC(=NC12)NC1=CC(=C(C=C1)F)Cl)N[C@H](C)C(C)(C)C (R)-8-bromo-N2-(3-chloro-4-fluorophenyl)-N4-(3,3-dimethylbutan-2-yl)quinazoline-2,4-diamine